C1(=CC=CC=C1)NCCCCC(=O)O 5-(Phenylamino)pentanoic acid